C=CC1=CC=CC=C1 (E)-styrene